6α-Ethyl-7a-hydroxy-5β-cholan C(C)[C@H]1[C@H]([C@H]2[C@@H]3CC[C@H]([C@@H](CCC)C)[C@]3(CC[C@@H]2[C@]2(CCCC[C@@H]12)C)C)O